COC(=O)C1CCC(CC1)C(=O)OC dimethyl-1,4-cyclohexane-dicarboxylate